(2S)-N-(2,3-epoxypropyl)phthalic diamide C([C@H]1CO1)NC(C=1C(C(=O)N)=CC=CC1)=O